ClC1=C(C=CC(=C1)C#N)C1N(C=CC(C1)=O)C(=O)OCC1=CC=CC=C1 benzyl 2-(2-chloro-4-cyanophenyl)-4-oxo-2,3-dihydropyridine-1-carboxylate